CC=1C=NN2C1C=C(C=C2)C(=O)O 3-methylpyrazolo[1,5-a]pyridine-5-carboxylic acid